1-(3-(1-ethoxyvinyl)-4-fluorophenyl)-1,1-difluoro-2-methylpropan-2-ol C(C)OC(=C)C=1C=C(C=CC1F)C(C(C)(O)C)(F)F